trans-3-tridecene-1,2-dicarboxylic acid C(C(\C=C\CCCCCCCCC)C(=O)O)C(=O)O